3-((1r,4r)-4-(4-chlorophenyl)cyclohexyl)-1,4-dioxo-1,4-dihydronaphthalen-2-yl acetate C(C)(=O)OC=1C(C2=CC=CC=C2C(C1C1CCC(CC1)C1=CC=C(C=C1)Cl)=O)=O